6,8,11,15,17-pentamethyl-4,7,10,13,16,19-hexaoxadocosane-2,21-diamine CC(COCC(C)N)OC(COC(COCC(OC(COCC(C)N)C)C)C)C